C(C)(C)(C)C=1C=C(C=O)C=CC1 3-tert-butyl-benzaldehyde